Fluorenedioic anhydride C=12C(=CC=C3C4=CC=CC=C4CC13)C(=O)OC2=O